(R)-4-chloro-5-(3-((4-(cyclohex-1-en-1-yl)pyridin-2-yl)oxy)pyrrolidin-1-yl)pyridazin-3(2H)-one ClC=1C(NN=CC1N1C[C@@H](CC1)OC1=NC=CC(=C1)C1=CCCCC1)=O